C1=CC(=CC=C1C(=O)Cl)N=NC2=CC=C(C=C2)C(=O)Cl azobenzene-4,4'-dicarbonyl dichloride